C(C)(C)(C)OC(=O)N1C[C@H]([C@H](CC1)F)NC=1C2=C(N=CN1)C(=CC(=N2)Cl)C(N)=O (3R,4S)-3-({8-carbamoyl-6-chloropyrido[3,2-d]pyrimidin-4-yl}amino)-4-fluoropiperidine-1-carboxylic acid tert-butyl ester